7-bromo-2-(2-trimethylsilylethoxymethyl)pyrazolo[4,3-c]pyridin-4-amine BrC=1C=2C(C(=NC1)N)=CN(N2)COCC[Si](C)(C)C